OC/C(=C/COP(=O)(O)O)/CC.C(C)N(CC)CC Triethylamine (E)-3-(hydroxymethyl)pent-2-en-1-yl-phosphate